N-({4-methyl-2-[6-methyl-3-(2H-1,2,3-triazol-2-yl)pyridine-2-carbonyl]-2-azabicyclo[3.1.1]hept-3-yl}methyl)carbamic acid tert-butyl ester C(C)(C)(C)OC(NCC1N(C2CC(C1C)C2)C(=O)C2=NC(=CC=C2N2N=CC=N2)C)=O